ethylene Glycol Hexyl Ether C(CCCCC)OCCO